1H-pyrazole-1-Formamide N1(N=CC=C1)C(=O)N